C1(CC1)N(C(CCCC[C@@H]1SC[C@@H]2NC(N[C@@H]21)=O)=O)C2=CC=C(C=C2)[C@@H]2N[C@H](CC1=C2NC2=CC=CC=C12)C(=O)OC methyl (1S,3R)-1-(4-(N-cyclopropyl-5-((3aS,4S,6aR)-2-oxohexahydro-1H-thieno[3,4-d]imidazol-4-yl)pentanamido)phenyl)-2,3,4,9-tetrahydro-1H-pyrido[3,4-b]indole-3-carboxylate